4-bromo-N-[3-(trifluoromethyl)phenyl]Thiazol-2-amine BrC=1N=C(SC1)NC1=CC(=CC=C1)C(F)(F)F